(S)-3-(4-bromo-3-fluorophenoxy)-2-hydroxy-2-methylpropanoic acid tert-butyl ester C(C)(C)(C)OC([C@@](COC1=CC(=C(C=C1)Br)F)(C)O)=O